5-(4-(7-isopropyl-1,3-dimethyl-2-oxo-2,3-dihydro-1H-benzo[d]imidazol-5-yl)-2,2-dimethyl-2H-pyrano[3,2-c]pyridin-7-yl)picolinic acid C(C)(C)C1=CC(=CC2=C1N(C(N2C)=O)C)C2=CC(OC1=C2C=NC(=C1)C=1C=CC(=NC1)C(=O)O)(C)C